(S)-3-(azetidin-1-yl)-N-(1-(2-fluorophenyl)cyclopropyl)-2-methylpropanamide N1(CCC1)C[C@@H](C(=O)NC1(CC1)C1=C(C=CC=C1)F)C